para-chlorometa-xylenol ClC1=C(CC(C=C1)(C)O)C